N[C@@H](CC1=CNC=N1)C(=O)Cl Histidin chlorid